rac-N-((1R,3S)-3-methoxycyclopentyl)-2-(1-methyl-1H-imidazol-2-yl)-5-phenyl-6-(1-((2-(trimethylsilyl)ethoxy)methyl)-1H-pyrazol-5-yl)thieno[2,3-d]pyrimidin-4-amine CO[C@@H]1C[C@@H](CC1)NC=1C2=C(N=C(N1)C=1N(C=CN1)C)SC(=C2C2=CC=CC=C2)C2=CC=NN2COCC[Si](C)(C)C |r|